tert-butyl {R}-10-hydroxy-10-((6-oxo-4-phenylpyrimidin-1(6H)-yl)methyl)-7-azaspiro[4.5]decane-7-carboxylate O[C@@]1(CCN(CC12CCCC2)C(=O)OC(C)(C)C)CN2C=NC(=CC2=O)C2=CC=CC=C2